PYRIDOPYRIMIDONE N1C(N=CC2=C1C=CC=N2)=O